O1C=CC=C1 (S)-furan